5-(2-(1-methyl-1H-pyrazol-4-yl)phenyl)-3-(2-methylpropylidene)dihydrofuran-2(3H)-one CN1N=CC(=C1)C1=C(C=CC=C1)C1CC(C(O1)=O)=CC(C)C